(S)-6-(((1-(2-cyclopropylpropan-2-yl)-1H-1,2,3-triazol-4-yl)(6-fluoro-2-methylpyridin-3-yl)methyl)amino)-4-(neopentylamino)quinoline-3,8-dicarbonitrile C1(CC1)C(C)(C)N1N=NC(=C1)[C@H](C=1C(=NC(=CC1)F)C)NC=1C=C2C(=C(C=NC2=C(C1)C#N)C#N)NCC(C)(C)C